N1,N1-dibutyl-N4-5-pyrimidinyl-1,4-Benzenediamine C(CCC)N(C1=CC=C(C=C1)NC=1C=NC=NC1)CCCC